2,6-Dimethyl-3-(methylsulfonyl)aniline CC1=C(N)C(=CC=C1S(=O)(=O)C)C